CC1=CC=C(C=N1)C1=NN=C(O1)C12CC3(CC(CC(C1)C3)C2)NC(=O)C2=NC(=CC=C2)C 6-Methyl-pyridine-2-carboxylic acid {3-[5-(6-methyl-pyridin-3-yl)-[1,3,4]oxadiazol-2-yl]-adamantan-1-yl}-amide